4-[7-(difluoromethyl)pyrazolo[1,5-a]pyridin-2-yl]-[1H,4H,5H,6H,7H-imidazo[4,5-c]pyridine-5-carbonyl]-N,N-dimethylpyrazolo[1,5-a]pyridin-6-amine FC(C1=CC=CC=2N1N=C(C2)C=2C=1N(C=C(C2)N(C)C)N=C(C1)C(=O)N1CC2=C(CC1)NC=N2)F